C(C)(CC)NCC1=CC=C(C=C1)[S@@](=O)(N)=NC(NC1=C2CCCC2=CC=2CCCC12)=O (R)-4-((sec-butylamino)methyl)-N'-((1,2,3,5,6,7-hexahydro-s-indacen-4-yl)carbamoyl)-benzenesulfonimidamide